ClC=1C=C2C=C(NC2=CC1)CNC(N([C@H]1CN(CCC1)C(=O)C1=NC=CC=N1)C)=O (R)-3-((5-chloro-1H-indol-2-yl)methyl)-1-methyl-1-(1-(pyrimidine-2-carbonyl)piperidin-3-yl)urea